C(CCCCCCCCC)(=O)OCCCCCCCCCCCCC n-tridecyl decanoate